4-amino-2-butyl-1H-imidazolo[4,5-d]thiophene NS1C=CC2=C1N=C(N2)CCCC